ClC=1C=CC=C2C=C(N=CC12)OC 8-Chloro-3-methoxyisoquinoline